2-bromo-4-fluoro-6-methyl-benzoic acid BrC1=C(C(=O)O)C(=CC(=C1)F)C